ClC1=CC=C(C(=N1)N[C@@H](C)C=1C(=NC=CC1)F)N (S)-6-chloro-N2-(1-(2-fluoropyridin-3-yl)ethyl)pyridine-2,3-diamine